2-(((5-(tert-butyl)-6-chloro-1H-indazol-3-yl)amino)methyl)-4-chloro-1-((R)-1-isopropylpyrrolidin-3-yl)-N-methyl-N-((R)-pyrrolidin-3-yl)-1H-imidazole-5-carboxamide C(C)(C)(C)C=1C=C2C(=NNC2=CC1Cl)NCC=1N(C(=C(N1)Cl)C(=O)N([C@H]1CNCC1)C)[C@H]1CN(CC1)C(C)C